oxalic acid distearate C(CCCCCCCCCCCCCCCCC)(=O)O.C(CCCCCCCCCCCCCCCCC)(=O)O.C(C(=O)O)(=O)O